BrC=1C(=NC=C(C1)C(C)(C)C)OC 3-bromo-5-tert-butyl-2-methoxy-pyridine